4-(4-((1-(4-(2-(3-Chloro-4-cyanophenyl)-3-meth-yl-2,8-diazaspiro[4.5]decan-8-yl)benzoyl)-piperidin-4-yl)methyl)-piperazin-1-yl)-N-(2,6-dioxopiperidin-3-yl)-benzamide ClC=1C=C(C=CC1C#N)N1CC2(CC1C)CCN(CC2)C2=CC=C(C(=O)N1CCC(CC1)CN1CCN(CC1)C1=CC=C(C(=O)NC3C(NC(CC3)=O)=O)C=C1)C=C2